1-methyl-7-oxo-4,5,6,7-tetrahydro-1H-pyrazolo[3,4-c]pyridine-3-carboxylic acid ethyl ester C(C)OC(=O)C1=NN(C=2C(NCCC21)=O)C